(5R,Z)-3-(Hydroxy((1R,2S,6S,8aS)-1,3,6-trimethyl-2-((E)-prop-1-en-1-yl)-1,2,4a,5,6,7,8,8a-octahydro-naphthalen-1-yl)methylene)-5-(hydroxymethyl)-1-methylpyrrolidine-2,4-dione O\C(=C\1/C(N([C@@H](C1=O)CO)C)=O)\[C@]1([C@H](C(=CC2C[C@H](CC[C@H]12)C)C)\C=C\C)C